2-chloro-7-(methyl-d3)-9-(4-oxocyclohexyl)-7,9-dihydro-8H-purin-8-one ClC1=NC=C2N(C(N(C2=N1)C1CCC(CC1)=O)=O)C([2H])([2H])[2H]